5-dinitromethyl-4-nitro-1,2,3-triazole bisammonium salt [NH4+].[NH4+].[N+](=O)([O-])C(C1=C(N=NN1)[N+](=O)[O-])[N+](=O)[O-]